tert-butyl ((2E,4E)-11,11-dimethyldodeca-2,4-dienoyl)-L-threoninate CC(CCCCC/C=C/C=C/C(=O)N[C@@H]([C@H](O)C)C(=O)OC(C)(C)C)(C)C